FC1=CC=C(C=C1)C(CO)O 4-fluorophenyl-1,2-ethanediol